3-((3-((1-(1-(ethylsulfonyl)piperidin-4-yl)ethyl) carbamoyl)-4-methylphenyl)amino)azetidine-1-carboxylate C(C)S(=O)(=O)N1CCC(CC1)C(C)NC(=O)C=1C=C(C=CC1C)NC1CN(C1)C(=O)[O-]